tert-butyl 3-methyl-4-(5-(tributylstannyl)thiazol-2-yl)piperidine-1-carboxylate CC1CN(CCC1C=1SC(=CN1)[Sn](CCCC)(CCCC)CCCC)C(=O)OC(C)(C)C